sodium di(laurylaminoglutamine) C(CCCCCCCCCCC)NN[C@@H](CCC(N)=O)C(=O)O.C(CCCCCCCCCCC)NN[C@@H](CCC(N)=O)C(=O)O.[Na]